(+/-)-4-(2,6-difluoro-4-{[5-(hydroxymethyl)-5-methyl-5,6-dihydro-4H-1,3-oxazin-2-yl]amino}phenoxy)-1H-pyrrolo[2,3-b]pyridine-3-carbonitrile FC1=C(OC2=C3C(=NC=C2)NC=C3C#N)C(=CC(=C1)NC=1OC[C@@](CN1)(C)CO)F |r|